4-(6-(4-aminopyridin-1-yl)-3-(5-fluoro-1-(2-hydroxy-2-methylpropyl)-1H-indazol-6-yl)-4-hydroxypyridin-2-yl)-2-fluorobenzonitrile hydrochloride Cl.NC1=CCN(C=C1)C1=CC(=C(C(=N1)C1=CC(=C(C#N)C=C1)F)C1=C(C=C2C=NN(C2=C1)CC(C)(C)O)F)O